9-hydroxy-[1,2,4]triazolo[1,5-a]quinoline-4-carboxamide OC=1C=CC=C2C=C(C=3N(C12)N=CN3)C(=O)N